2-(pyrrolidin-1-yl)-4-(6-(trifluoromethyl)benzofuran-2-yl)thiazole N1(CCCC1)C=1SC=C(N1)C=1OC2=C(C1)C=CC(=C2)C(F)(F)F